O\N=C(/N)\C1=CC(=NC(=C1)OC(C)C)C(=O)OC methyl (Z)-4-(N'-hydroxycarbamimidoyl)-6-isopropoxypicolinate